((((1S,4R)-4-(2-amino-6-methoxy-9H-purin-9-yl)cyclopent-2-en-1-yl)methoxy)(hydroxy)phosphoryl)-L-alanine NC1=NC(=C2N=CN(C2=N1)[C@H]1C=C[C@H](C1)COP(=O)(O)N[C@@H](C)C(=O)O)OC